N-(3-(1H-indol-6-yl)-1-((2-(trimethylsilyl)ethoxy)methyl)-1H-pyrrolo[2,3-b]pyridin-6-yl)cyclopropanecarboxamide N1C=CC2=CC=C(C=C12)C1=CN(C2=NC(=CC=C21)NC(=O)C2CC2)COCC[Si](C)(C)C